COC(=O)C1CC2CC(CC2C1)N 5-aminooctahydropentalene-2-carboxylic acid methyl ester